COC1=C(C=C2C(=N1)OCC2(C)C)C=2CCN(CC2)C(=O)OC(C)(C)C tert-butyl 4-(6-methoxy-3,3-dimethyl-2,3-dihydrofuro[2,3-b]pyridin-5-yl)-3,6-dihydropyridine-1(2H)-carboxylate